NC1=C(C=C(N=N1)C1=C(C=CC=C1)O)N1CC2CCC(C1)N2C2=CC(=NC=C2)C#CCN2CC(CCC2)C 2-[6-amino-5-[8-[2-[3-(3-methyl-1-piperidyl)prop-1-ynyl]-4-pyridyl]-3,8-diazabicyclo[3.2.1]octan-3-yl]pyridazin-3-yl]phenol